ethyl 4-(5-(4-bromobutyl)-6-methoxybenzo[b]selenophen-2-yl)-4-oxobutyrate BrCCCCC1=CC2=C([Se]C(=C2)C(CCC(=O)OCC)=O)C=C1OC